2-({[5-(3-Chlorophenyl)-1,3-oxazol-2-yl]methyl}sulfanyl)-6-methylpyrimidin-4-amin ClC=1C=C(C=CC1)C1=CN=C(O1)CSC1=NC(=CC(=N1)N)C